germanium silicate [Si]([O-])([O-])([O-])[O-].[Ge+4]